5-methyl-2-(1-pyrrolidinyl)-2-cyclopenten-1-one CC1CC=C(C1=O)N1CCCC1